2'-[6-amino-5-(trifluoromethyl)pyridin-3-yl]-N-[(pyridin-2-yl)methyl]-5',6'-dihydrospiro[pyrrolidine-3,4'-pyrrolo[1,2-b]pyrazole]-1-carboxamide NC1=C(C=C(C=N1)C=1C=C2N(N1)CCC21CN(CC1)C(=O)NCC1=NC=CC=C1)C(F)(F)F